(4-naphthalen-1-yl-phenyl)-(6-bromo-biphenyl-3-yl)amine C1(=CC=CC2=CC=CC=C12)C1=CC=C(C=C1)NC=1C=C(C(=CC1)Br)C1=CC=CC=C1